8-(2-(2-(trifluoromethyl)pyridin-4-yl)-2,6-diazaspiro[3.4]octane-6-carbonyl)-7,8-dihydropyrrolo[1,2-a]pyrimidin-4(6H)-one FC(C1=NC=CC(=C1)N1CC2(C1)CN(CC2)C(=O)C2CCN1C2=NC=CC1=O)(F)F